OCCCOC=1C=CC=2N(C1)N=CC2N2CCN(CC2)C(=O)OC(C)(C)C tert-butyl 4-(6-(3-hydroxypropoxy)pyrazolo[1,5-a]pyridin-3-yl)piperazine-1-carboxylate